N-(1-(tert-butyl)-6-cyano-7-fluoro-1H-benzo[d]imidazol-2-yl)-4,4,4-trifluoro-3,3-dimethylbutanamide C(C)(C)(C)N1C(=NC2=C1C(=C(C=C2)C#N)F)NC(CC(C(F)(F)F)(C)C)=O